2-(2,5-dimethoxyphenyl)-2,2-difluoroacetic acid COC1=C(C=C(C=C1)OC)C(C(=O)O)(F)F